CN1N=CC(=C1)C=1C=C2C=C(N=CC2=CC1)NC(C1=CC(=NC=C1)N1CCN(CC1)CC#C)=O N-(6-(1-methyl-1H-pyrazol-4-yl)isoquinolin-3-yl)-2-(4-(prop-2-yn-1-yl)piperazin-1-yl)isonicotinamide